C(C)(C)(C)OC(=O)NCC(CC(=O)OCC)=O ethyl 4-((tert-butoxycarbonyl)amino)-3-oxobutanoate